ClC=1C=C2C(=CN=C(C2=CN1)C(=O)O)C(C)C 6-chloro-4-isopropyl-2,7-naphthyridine-1-carboxylic acid